C(C)(C)(C)C1=CC(=CC(=C1)Cl)Cl 1-(tert-butyl)-3,5-dichlorobenzene